N1(N=CC=C1)CC1=CC2=C(C(=NO2)N)C2=C1CCO2 4-((1H-pyrazol-1-yl)methyl)-2,3-dihydrobenzofuro[7,6-d]isoxazol-8-amine